N-(3-chlorophenyl)-7-(6-morpholinylpyridin-3-yl)quinazolin-4-amine ClC=1C=C(C=CC1)NC1=NC=NC2=CC(=CC=C12)C=1C=NC(=CC1)N1CCOCC1